CC1(OB(OC1(C)C)C=1C=CC(=NC1)N1CC2N(C(C1)C2)C(=O)OC(C)(C)C)C tert-butyl 3-[5-(4,4,5,5-tetramethyl-1,3,2-dioxaborolan-2-yl)-2-pyridyl]-3,6-diazabicyclo[3.1.1]heptane-6-carboxylate